[Na].[Na].[Na].ClC1=CC(=C(C=C1Cl)[C@H](N[S@@](=O)C(C)(C)C)C1CCNCC1)OCC=C (S)-N-[(R)-[4,5-dichloro-2-(prop-2-en-1-yloxy)phenyl](piperidin-4-yl)methyl]-2-methylpropane-2-sulfinamide Trisodium